N,N-Diethyl-3-(N-((4-fluoro-2,6-diisopropylphenyl)carbamoyl)sulfamoyl)-1-methyl-1H-pyrazole-5-carboxamide, Sodium Salt [Na].C(C)N(C(=O)C1=CC(=NN1C)S(NC(NC1=C(C=C(C=C1C(C)C)F)C(C)C)=O)(=O)=O)CC